CN(C(CN1N=CC(=C1)NC=1N=C(C2=C(N1)NC=C2)N2OCC[C@H]2C2=CC=CC=C2)=O)C (S)-N,N-dimethyl-2-(4-((4-(3-phenylisoxazolidin-2-yl)-7H-pyrrolo[2,3-d]pyrimidin-2-yl)amino)-1H-pyrazol-1-yl)acetamide